(S)-4-(3-(4-chloro-2-methoxyphenyl)-2,3-dihydrobenzo[b][1,4]dioxin-5-yl)piperidine-1-carboxylic acid tert-butyl ester C(C)(C)(C)OC(=O)N1CCC(CC1)C1=CC=CC=2OC[C@@H](OC21)C2=C(C=C(C=C2)Cl)OC